Trans-4-(2,2-dichloro-3-(4-methoxyphenyl)cyclopropyl)-2-(difluoromethyl)-1-fluorobenzene ClC1([C@H]([C@@H]1C1=CC=C(C=C1)OC)C1=CC(=C(C=C1)F)C(F)F)Cl